C(C1=CC=CC=C1)(=O)ON1N=CC=C1 diazol-2-yl benzoate